5-p-toluenesulfonyl-5H-pyrrole CC1=CC=C(C=C1)S(=O)(=O)C1C=CC=N1